2-(dimethylamino)-acetaldehyde hydrochloride Cl.CN(CC=O)C